C[C@@H]1CN(CCN1C)CC1=CC=C(C=C1)C=1N=CC(=NC1)N1C[C@@H](CC1)CC=1C(=NC=2N(C1C)N=C(N2)C)C 6-(((R)-1-(5-(4-(((R)-3,4-dimethylpiperazin-1-yl)methyl)phenyl)pyrazin-2-yl)pyrrolidin-3-yl)methyl)-2,5,7-trimethyl-[1,2,4]triazolo[1,5-a]pyrimidine